ClC1=CC(=NC(=C1O)Cl)C(=O)NC1=C(C(=NS1)C)C(=O)NCC1=C(C=CC=C1)F 5-(4,6-dichloro-5-hydroxypicolinamido)-N-(2-fluorobenzyl)-3-methylisothiazole-4-carboxamide